C1(C2=CC=C(C(=O)OCCO1)C=C2)=O dimethylene terephthalate